bromo-5'-methyl-5',6'-dihydro-4'H-spiro[cyclopentane-1,7'-thieno[3,2-c]pyridin]-4'-one BrC1=CC=2C(N(CC3(C2S1)CCCC3)C)=O